trans-N-(4-((4-(2-(3-aminooxetan-3-yl)pyridin-4-yl)phenyl)thio)cyclohexyl)-5-(trifluoromethyl)pyridin-2-amine NC1(COC1)C1=NC=CC(=C1)C1=CC=C(C=C1)S[C@@H]1CC[C@H](CC1)NC1=NC=C(C=C1)C(F)(F)F